FC(C(=O)O)(F)F.C1N(CC2=CC=CC=C12)CC=1OC=C(C(C1)=O)OCC1CCNCC1 2-(isoindolin-2-ylmethyl)-5-(piperidin-4-ylmethoxy)-4H-pyran-4-one trifluoroacetate